(9R*)-3-cyclopropyl-9-[(4-ethyl-1,2,4-triazol-3-yl)amino]-N-(2-methylpropyl)-8,9-dihydro-7H-cyclopenta[h]isoquinoline-5-sulfonamide C1(CC1)C=1N=CC=2C3=C(C=C(C2C1)S(=O)(=O)NCC(C)C)CC[C@H]3NC3=NN=CN3CC |o1:23|